1,8-dimercapto-3,6-di-oxa-octane SCCOCCOCCS